2-(azepan-1-yl)-N-(1,1-dioxobenzothiophen-6-yl)-5-(trifluoromethyl)-pyridine-3-carboxamide N1(CCCCCC1)C1=NC=C(C=C1C(=O)NC1=CC2=C(C=CS2(=O)=O)C=C1)C(F)(F)F